tert-butyl 4-[2-(2-{[(2R or S)-4,4-difluoro-2-(4-fluorophenyl)butanoyl]amino}pyridin-4-yl)-3-(pyridin-2-yl)-1H-pyrrolo[3,2-b]pyridin-7-yl]piperazine-1-carboxylate FC(C[C@@H](C(=O)NC1=NC=CC(=C1)C1=C(C2=NC=CC(=C2N1)N1CCN(CC1)C(=O)OC(C)(C)C)C1=NC=CC=C1)C1=CC=C(C=C1)F)F |o1:3|